4-(hydroxymethyl)cyclohexanone prop-2-en-1-yl{5-[3-(4,4-difluorocyclohexyl)-1,2,4-oxadiazol-5-yl]-4,5,6,7-tetrahydro[1,3]thiazolo[5,4-c]pyridin-2-yl}carbamate C(C=C)N(C(O)=O)C=1SC=2CN(CCC2N1)C1=NC(=NO1)C1CCC(CC1)(F)F.OCC1CCC(CC1)=O